5H-1,2,3-triazole N1=NN=CC1